CN(C(=O)C=1C(=NNC1)C)CC1=CC=C(C=C1)NC(OCC1=CC=C(C=C1)Cl)=O 4-chlorobenzyl (4-((N,3-dimethyl-1H-pyrazole-4-carboxamido)meth-yl)phenyl)carbamate